tert-butyl 4-[3-carbamoyl-2-(4-phenoxyphenyl)-4,5,6,7-tetrahydro-2H-pyrazolo[4,3-b]pyridin-7-yl]piperidine-1-carboxylate C(N)(=O)C=1N(N=C2C1NCCC2C2CCN(CC2)C(=O)OC(C)(C)C)C2=CC=C(C=C2)OC2=CC=CC=C2